C(CCC(=O)O)(=O)N[C@@H](CCSC)C(=O)O N-Succinyl-Methionine